FC1=CC=C(C=C1)C1SCC(N1C1=C(C=C(C(=O)NS(=O)(=O)C2=CC(=CC=C2)F)C=C1)C)=O 4-[2-(4-Fluorophenyl)-4-oxo-1,3-thiazolidin-3-yl]-N-[(3-fluorophenyl)sulfonyl]-3-methylbenzamide